1-((5-methyl-1-oxadispiro[2.2.26.23]decan-5-yl)methyl)-1H-benzo[d]imidazole-6-carbonitrile CC1(CC2(CO2)CCC12CC2)CN2C=NC1=C2C=C(C=C1)C#N